(1S)-1-[6-[4-chloro-2-(2-methyl-5-pyridin-2-ylpyrazol-3-yl)oxyphenyl]pyridin-3-yl]-2,2,2-trifluoroethanamine ClC1=CC(=C(C=C1)C1=CC=C(C=N1)[C@@H](C(F)(F)F)N)OC=1N(N=C(C1)C1=NC=CC=C1)C